C(C1=CC=CC=C1)OC[C@@H](B1O[C@@]2([C@H](O1)C[C@H]1C([C@@H]2C1)(C)C)C)NC([C@@H](COC)NC(=O)C1=NC=CN=C1)=O N-((R)-1-(((R)-2-(benzyloxy)-1-((3aS,4S,6S,7aR)-3a,5,5-trimethylhexahydro-4,6-methanobenzo[d][1,3,2]dioxaborol-2-yl)ethyl)amino)-3-methoxy-1-oxopropan-2-yl)pyrazine-2-carboxamide